FC=1C=C(C(=O)N)C=CC1N1C=NC=C1 3-fluoro-4-(1H-imidazol-1-yl)benzamide